O1C(NC2=C1C=CC(=C2)NC2=NC(=NC=C2C)NC=2C=C(C(=NC2)N2[C@@H]1CN([C@H](C2)C1)C)C)=O N4-(benzoxazolin-2-on-5-yl)-N2-[3-methyl-2-((1S,4S)-5-methyl-2,5-diazabicyclo[2.2.1]heptan-2-yl)pyridin-5-yl]-5-methylpyrimidine-2,4-diamine